C(#N)CC1CC(C1)(C1=NN=CN1C)C=1C=C(C=CC1)NC(=O)C1=CC(=C2C(=N1)C=CN2)CN2C(CCCC2)C N-(3-(3-(cyanomethyl)-1-(4-methyl-4H-1,2,4-triazol-3-yl)cyclobutyl)phenyl)-7-((2-methylpiperidin-1-yl)methyl)-1H-pyrrolo[3,2-b]pyridine-5-carboxamide